(7-fluorobenzo[d]thiazol-2-yl)methyl (4-nitrophenyl) carbonate C(OCC=1SC2=C(N1)C=CC=C2F)(OC2=CC=C(C=C2)[N+](=O)[O-])=O